C(C)(C)(C)C1=NC=C(C=N1)C=1N=C2SCC(CN2C(C1C#N)=O)CO 8-(2-(tert-butyl)pyrimidin-5-yl)-3-(hydroxymethyl)-6-oxo-3,4-dihydro-2H,6H-pyrimido[2,1-b][1,3]thiazine-7-carbonitrile